ClC=1C=C(C=CC1)C1=NC2=C(N1)C=CC=C2 2-(3-chlorophenyl)-1H-benzo[d]Imidazole